(dimethylamino)-1-[4-(4-morpholinyl)phenyl]-1-butanone CN(C)C(C(=O)C1=CC=C(C=C1)N1CCOCC1)CC